C(C)(C)OCCN1C(=NC2=C1C=C(C=C2)C=2C=C(C(N(C2)C)=O)C)C2CC(C2)OC 5-[1-(2-Isopropoxyethyl)-2-(3-methoxycyclobutyl)-1H-benzo[d]imidazol-6-yl]-1,3-dimethylpyridin-2(1H)-one